5-{6-[2-(5-Chloro-7-methoxy-2-methyl-benzofuran-3-yl)-ethylamino]-pyrimidin-4-yl}-3-ethoxy-thiophen ClC=1C=C(C2=C(C(=C(O2)C)CCNC2=CC(=NC=N2)C2=CC(=CS2)OCC)C1)OC